COC1=CC=C(C=C1)C1(CC1)C(=O)O 1-(4-methoxyphenyl)cyclopropane-1-carboxylic acid